C(=O)(O)C1=CC=C(CO)C=C1 p-carboxyl-benzyl alcohol